tert-butyl (S)-3-(3-(6-aminopyridin-2-yl)-4H-1,2,4-triazol-4-yl)pyrrolidine-1-carboxylate NC1=CC=CC(=N1)C1=NN=CN1[C@@H]1CN(CC1)C(=O)OC(C)(C)C